(1-(4-(5-(2-methoxyethoxy)-2-methylphenyl)pyridin-2-yl)piperidin-4-yl)(5-phenyl-4,5-dihydro-1H-pyrazol-1-yl)methanone COCCOC=1C=CC(=C(C1)C1=CC(=NC=C1)N1CCC(CC1)C(=O)N1N=CCC1C1=CC=CC=C1)C